Methyl 1,1-difluoro-9-phenyl-1,9a-dihydropyrido[2,1-c][1,4]thiazine-3,4-dicarboxylate FC1(SC(=C(N2C1C(=CC=C2)C2=CC=CC=C2)C(=O)[O-])C(=O)OC)F